NC1=NC(=C2N=CN(C2=N1)[C@@H]1O[C@@H]([C@@H]([C@@H]1O)O)CO)OC (2r-3s,4r,5r)-2-(2-amino-6-methoxy-purin-9-yl)-5-(hydroxymethyl)oxolane-3,4-diol